(S)-5-(pyrazin-2-ylamino)-3-(3-(1-(pyridin-2-yl)ethoxy)-4-((2,2,2-trifluoroethyl)sulfonamido)phenyl)-1H-pyrazole-4-carboxamide N1=C(C=NC=C1)NC1=C(C(=NN1)C1=CC(=C(C=C1)NS(=O)(=O)CC(F)(F)F)O[C@@H](C)C1=NC=CC=C1)C(=O)N